2-(1H-imidazol-1-yl)-N-(pyrimidin-5-yl)-5H-pyrrolo[3,2-d]pyrimidine-4-carboxamide N1(C=NC=C1)C=1N=C(C2=C(N1)C=CN2)C(=O)NC=2C=NC=NC2